O[C@@H](C(=O)N(C)C1CCC(CC1)N1N=C2C=C(C(=CC2=C1)C(=O)NC=1C(N(C=CC1)C=1N=NN(C1)C)=O)OC)C 2-((1R,4R)-4-((R)-2-hydroxy-N-methylpropanamidyl)cyclohexyl)-6-methoxy-N-(1-(1-methyl-1H-1,2,3-triazol-4-yl)-2-oxo-1,2-dihydropyridin-3-yl)-2H-indazole-5-carboxamide